(S)-N-tert-butyloxycarbonyl-3-phenylpiperidin-3-ol C(C)(C)(C)OC(=O)N1C[C@@](CCC1)(O)C1=CC=CC=C1